C(C)(=O)C=1C=C2C(=NN(C(C2=CC1)=O)CC(=O)OCC)C(C)C ethyl 2-(6-acetyl-4-isopropyl-1-oxophthalazin-2(1H)-yl)acetate